2-(((((2R-3S,5R)-5-(6-amino-2-fluoro-9H-purin-9-yl)-2-ethynyl-2-(hydroxymethyl)tetrahydrofuran-3-yl)oxy)carbonyl)oxy)propane-1,3-diyl diacetate C(C)(=O)OCC(COC(C)=O)OC(=O)O[C@@H]1[C@](O[C@H](C1)N1C2=NC(=NC(=C2N=C1)N)F)(CO)C#C